C[C@H]1N(CCOC1)C1=CC(=C2C(=N1)N(N=C2)C=2N(N=CC2)COCC[Si](C)(C)C)C2(CC1CCC(C2)O1)O 3-[6-[(3R)-3-methylmorpholin-4-yl]-1-[2-(2-trimethylsilylethoxymethyl)pyrazol-3-yl]pyrazolo[3,4-b]pyridin-4-yl]-8-oxabicyclo[3.2.1]octan-3-ol